acryloylpropyl(methoxyethoxy)silane C(C=C)(=O)[SiH](OCCOC)CCC